NC1=NC(=C2N=CN(C2=N1)[C@H]1C[C@@H]([C@H](O1)COCP(O[C@H]1CSSC[C@@H]1OCC1=CC=CC=C1)(OC1=CC=CC=C1)=O)O)S (4R,5R)-5-(benzyloxy)-1,2-dithian-4-yl phenyl ((((2R,3S,5R)-5-(2-amino-6-mercapto-9H-purin-9-yl)-3-hydroxytetrahydrofuran-2-yl)methoxy)methyl)phosphonate